P(O)(O)(=S)O[C@H]1[C@]([C@@H](O[C@@H]1CO)N1C=NC=2C(N)=NC=NC12)(O)CCOC.CC([C@]([2H])(C1=CC=CC=C1)C=1SC2=C(N1)C=CC=C2)C (R)-2-(2-methyl-1-phenylpropyl-1-d)benzothiazole 2'-methoxyethyladenosine-3'-phosphorothioate